C(CCCCCCCCCCC)NCCN(CCCCCCCCCCCC)CCCCCCCCCCCC N1,N2,N2-tri(dodecyl)ethane-1,2-diamine